2-(2,6-dibenzhydryl-4-methylphenyl)-5-mesitylimidazo[1,5-a]pyridin-2-ium chloride [Cl-].C(C1=CC=CC=C1)(C1=CC=CC=C1)C1=C(C(=CC(=C1)C)C(C1=CC=CC=C1)C1=CC=CC=C1)[N+]1=CN2C(C=CC=C2C2=C(C=C(C=C2C)C)C)=C1